C(C)OC(C(=O)C1=C(N(C(=C1)C)CCOC)C)=C 2-ethoxy-1-(1-(2-methoxyethyl)-2,5-dimethyl-1H-pyrrol-3-yl)prop-2-en-1-one